N-(3-isopropylphenyl)-1-(3-(2-(5-methoxy-1H-indol-3-yl)ethyl)ureido)hexane-1-carboxamide C(C)(C)C=1C=C(C=CC1)NC(=O)C(CCCCC)NC(=O)NCCC1=CNC2=CC=C(C=C12)OC